C(C)(C)(C)OC(=O)N[C@H](C(=O)N1[C@@H](CCC1)C(=O)O)C(C)(C)C (2S)-1-[(2S)-2-(tert-butoxycarbonylamino)-3,3-dimethyl-butanoyl]pyrrolidine-2-carboxylic acid